C(#N)C=1C=C(C=CC1F)NC(=O)N1CC=2C(=NN3C2C(CC[C@@H](C3)O)(F)F)C[C@H]1C (3R,8S)-N-(3-Cyano-4-fluorophenyl)-11,11-difluoro-8-hydroxy-3-methyl-3,4,8,9,10,11-hexahydro-1H-pyrido[4',3':3,4]pyrazolo[1,5-a]azepine-2(7H)-carboxamide